3-fluoro-5-(trifluoromethyl)-phenylboronic acid FC=1C=C(C=C(C1)C(F)(F)F)B(O)O